N-((1-(6-(6-(Difluoromethyl)imidazo[1,2-b]pyridazin-3-yl)pyrimidin-4-yl)-5-(dimethylamino)-4,4-difluoropiperidin-3-yl)methyl)methanesulfonamide FC(C=1C=CC=2N(N1)C(=CN2)C2=CC(=NC=N2)N2CC(C(C(C2)N(C)C)(F)F)CNS(=O)(=O)C)F